[Si](C)(C)(C(C)(C)C)OC[C@H](NC(=O)C=1N=C(SC1)C=1C=NC(=CC1)C(NCCCCCO[Si](C)(C)C(C)(C)C)=O)C(=O)O O-(Tert-butyldimethylsilyl)-N-(2-(6-((5-((tert-butyldimethylsilyl)oxy)pentyl)carbamoyl)pyridine-3-yl)thiazole-4-carbonyl)-L-serine